tert-butyl 7-((5-(4-cyclopropyl-4-hydroxypiperidin-1-yl)pyridin-2-yl)amino)-1-oxo-4-(4,4,5,5-tetramethyl-1,3,2-dioxaborolan-2-yl)isoindoline-2-carboxylate C1(CC1)C1(CCN(CC1)C=1C=CC(=NC1)NC=1C=CC(=C2CN(C(C12)=O)C(=O)OC(C)(C)C)B1OC(C(O1)(C)C)(C)C)O